(R)-3-((3-bromo-5-fluorophenyl)amino)piperidine-1-carboxylic acid tert-butyl ester C(C)(C)(C)OC(=O)N1C[C@@H](CCC1)NC1=CC(=CC(=C1)F)Br